4-hydroxy-4-naphthol OC1(CC=CC2=CC=CC=C12)O